(R)-2-((3-chloro-5-(2-(6-((2-methoxyethyl)(methyl)amino)-2-methylhexan-3-yl)-2,6-diazaspiro[3.4]oct-6-yl)-1,2,4-triazin-6-yl)oxy)-N-ethyl-5-fluoro-N-isopropylbenzamide fumarate C(\C=C\C(=O)O)(=O)O.ClC=1N=NC(=C(N1)N1CC2(CN(C2)[C@@H](C(C)C)CCCN(C)CCOC)CC1)OC1=C(C(=O)N(C(C)C)CC)C=C(C=C1)F